4-(2-(1H-indol-3-yl)ethyl)-N6-(3-(4-methylpiperazin-1-yl)propyl)-1,3,5-triazine-2,4,6-triamine N1C=C(C2=CC=CC=C12)CCC1(NC(=NC(=N1)NCCCN1CCN(CC1)C)N)N